FC(C(=O)O)(F)F.N[C@H](C(=O)O)CCN(CCCCC1=NC=2NCCCC2C=C1)C1CC1 (S)-2-amino-4-(cyclopropyl(4-(5,6,7,8-tetrahydro-1,8-naphthyridin-2-yl)butyl)amino)butanoic acid trifluoroacetate